BrC=1C=C(C=CC1F)NC(=NO)C1=NON=C1NCCS(NCCO)(=O)=O N-(3-bromo-4-fluorophenyl)-N'-hydroxyl-4-((2-(N-(2-hydroxylethyl)sulfamoyl)ethyl)amino)-1,2,5-oxadiazol-3-formamidine